COC(C1=C(C=C(C=C1)N1CCC2(CC(C2)=O)CC1)N1C2=C(OCCC1)N=C1C(=C2)C=CN1)=O 2-(3,4-dihydro-2H-pyrrolo[3',2':5,6]pyrido[2,3-b][1,4]oxaazepin-1(7H)-yl)-4-(2-oxo-7-azaspiro[3.5]nonan-7-yl)benzoic acid methyl ester